FC(C=1C=NC(=NC1)N1CCC2(CCN(C2)CC(=O)O)CC1)(F)F 2-(8-(5-(Trifluoromethyl)pyrimidin-2-yl)-2,8-diazaspiro[4.5]decan-2-yl)acetic acid